4-(3-Chloroanilino)-6'-methoxy-5'-methyl-2'-[(2R)-2-methyl-3-{[(5R)-5-methyl-5,6,7,8-tetrahydroquinolin-4-yl]oxy}propyl]-2',3'-dihydrospiro[cyclohexane-1,1'-indene]-4-carboxylic acid ClC=1C=C(NC2(CCC3(C(CC4=CC(=C(C=C34)OC)C)C[C@H](COC3=CC=NC=4CCC[C@H](C34)C)C)CC2)C(=O)O)C=CC1